OC(C)(C)C1(CCCCC1)C1=CC=NC=C1C(=O)N (1R,4R)-4-((2-hydroxypropan-2-yl)cyclohexyl)nicotinamide